8-heptyloxymethoxy-1,3,5-trimethyloctylmagnesium bromide C(CCCCCC)OCOCCCC(CC(CC(C)[Mg]Br)C)C